N1(CCNCCC1)C1=NC=CC(=C1)C=1C=C(C(=C(C1)C1=C(C(=CC=C1C)O)C)N)C(=O)N 5-(2-(1,4-diazepan-1-yl)pyridin-4-yl)-2-amino-3'-hydroxy-2',6'-dimethyl-[1,1'-biphenyl]-3-carboxamide